(R)-2-((1s,4S)-4-(6-fluoroquinolin-4-yl)cyclohexyl)-N-(3-(piperidin-4-yloxy)phenyl)propanamide FC=1C=C2C(=CC=NC2=CC1)C1CCC(CC1)[C@H](C(=O)NC1=CC(=CC=C1)OC1CCNCC1)C